C1(CCC(CC1)CCCCCCCCO)CCCCCCCCO 4-cyclohexanedioctanol